CC=1C=C(C=C(C1O)C)CC1=CC(=C(C(=C1)C)O)C bis(3,5-di-methyl-4-hydroxyphenyl)methane